methyl 2-(4-bromo-7-chloro-2,6-naphthyridin-1-yl)acrylate BrC1=CN=C(C2=CC(=NC=C12)Cl)C(C(=O)OC)=C